O=C1NC(CCC1N1CCC(CC1)N1CCN(CC1)C(=O)OC(C)(C)C)=O tert-butyl 4-[1-(2,6-dioxo-3-piperidyl)-4-piperidyl]piperazine-1-carboxylate